6-{8-[(2-cyano-2-methylideneethyl)amino]-7-methoxynaphthalen-2-yl}-N-[(1s,4s)-4-{6-methyl-2,6-diazaspiro[3.3]heptan-2-yl}cyclohexyl]pyridine-2-carboxamide C(#N)C(CNC=1C(=CC=C2C=CC(=CC12)C1=CC=CC(=N1)C(=O)NC1CCC(CC1)N1CC2(C1)CN(C2)C)OC)=C